C[C@@H]1CC[C@@]23CO[C@]4([C@@H]2[C@H]1C)C=C[C@@H]5[C@]6(CC[C@@H]([C@@]([C@@H]6CC[C@]5([C@@]4(C[C@H]3O)C)C)(C)CO)O[C@H]7[C@@H]([C@H]([C@H]([C@H](O7)C)O)O)O[C@H]8[C@@H]([C@H]([C@@H]([C@H](O8)CO)O)O)O[C@H]9[C@@H]([C@H]([C@@H](CO9)O)O)O)C The molecule is a triterpenoid saponin that consists of urs-11-ene substituted by an epoxy group across positions 13 and 28, a hydroxy groups at position 16 and 23 and a beta-D-xylopyranosyl-(1->2)-beta-D-glucopyranosyl-(1->2)-beta-D-fucopyranosyloxy group at position 3 (the 3beta,16alpha stereoisomer). Isolated from the fruits of Bupleurum rotundifolium, it exhibits antiproliferative activity against cancer cells. It has a role as an antineoplastic agent and a plant metabolite. It is a bridged compound, a cyclic ether, a hexacyclic triterpenoid, a trisaccharide derivative and a triterpenoid saponin. It derives from a hydride of an ursane.